FC1(CCC(CC1)C=CC=1C=C(C2=C(CCO2)C1)NC(=O)C1N(C(NC1)=O)C)F N-(5-(2-(4,4-difluorocyclohexyl)vinyl)-2,3-dihydrobenzofuran-7-yl)-3-methyl-2-oxoimidazolidine-4-carboxamide